C(C)(C)(CC(C)(C)C)C1=CC=C(C=C1)N(C1=CC=C(C=C1)C(C)(C)CC(C)(C)C)C1=CC=C(C=C1)C(C)(C)C N-(p-tert-octylphenyl)-N-(p-tert-butylphenyl)-N-(p-tert-octylphenyl)amine